4-(quinoline-2-yl)isothiazole N1=C(C=CC2=CC=CC=C12)C=1C=NSC1